CO[Si](C1(C(C)O1)OCCC)(OC)OC trimethoxy(3-epoxypropyloxypropyl)silane